Nonane-2,7-dicarboxylic acid CC(CCCCC(CC)C(=O)O)C(=O)O